[[6-[[5-chloro-2-[(2R,4S)-4-[2-(2,6-dioxo-3-piperidyl)-1-oxo-isoindolin-5-yl]oxy-2-methyl-1-piperidyl]pyrimidin-4-yl]amino]-1-methyl-2-oxo-3-quinolyl]oxy]-N-methyl-acetamide ClC=1C(=NC(=NC1)N1[C@@H](C[C@H](CC1)OC=1C=C2CN(C(C2=CC1)=O)C1C(NC(CC1)=O)=O)C)NC=1C=C2C=C(C(N(C2=CC1)C)=O)OCC(=O)NC